1-{7-[2-{[1-(2-methoxyethyl)piperidin-4-yl]oxy}-7-(5-methyl-1H-indazol-4-yl)-8-(2,2,2-trifluoroethoxy)-6-vinylquinazolin-4-yl]-2,7-diazaspiro[3.5]non-2-yl}prop-2-en-1-one COCCN1CCC(CC1)OC1=NC2=C(C(=C(C=C2C(=N1)N1CCC2(CN(C2)C(C=C)=O)CC1)C=C)C1=C2C=NNC2=CC=C1C)OCC(F)(F)F